Propyl-2-(2-(4-(3-chloro-5-(5-methyl-1,2,4-oxadiazol-3-yl)benzamido)-1-methylpiperidin-4-yl)acetamido)-4-methylthiazole-5-carboxylate C(CC)OC(=O)C1=C(N=C(S1)NC(CC1(CCN(CC1)C)NC(C1=CC(=CC(=C1)C1=NOC(=N1)C)Cl)=O)=O)C